NC1=NC(=CC(=N1)N1CCC2(C[C@H](CC(N2C2=CC(=C(C=C2)F)F)=O)F)CC1)C(C(F)(F)F)(F)F |r| rac-9-(2-amino-6-(perfluoroethyl)pyrimidin-4-yl)-1-(3,4-difluorophenyl)-4-fluoro-1,9-diazaspiro[5.5]undecan-2-one